1,4-dimethyl-6-oxo-1,6-dihydropyridine-3-sulfonyl chloride CN1C=C(C(=CC1=O)C)S(=O)(=O)Cl